CCCCC(=O)C1=CC=C(C=C1)F methyl-4-(4-fluorophenyl)-4-oxobutan